Cl.N1CCC(CC1)C1=CC=CC(=N1)OCC=1C=C2C=CN=CC2=CC1 6-(((6-(piperidin-4-yl)pyridin-2-yl)oxy)methyl)isoquinoline hydrochloride